8-bromo-N-(1-cyanocyclopropyl)-3-formylimidazo[1,2-a]pyridine-6-sulfonamide BrC=1C=2N(C=C(C1)S(=O)(=O)NC1(CC1)C#N)C(=CN2)C=O